2-Amino-N-[4-(2-methyl-1H-pyrrolo[2,3-b]pyridin-4-yl)thiazol-2-yl]-2-[1-(trifluoromethyl)cyclopropyl]acetamide NC(C(=O)NC=1SC=C(N1)C1=C2C(=NC=C1)NC(=C2)C)C2(CC2)C(F)(F)F